Cl.BrC=1C(=NC(=NC1)NC1=C(C=C(C(=C1)C=1C=NN(C1)C)N1CCC(CC1)N1CCNCC1)OC)NC=1C=NC2=CC=CC=C2C1P(C)(C)=O (3-((5-bromo-2-((2-methoxy-5-(1-methyl-1H-pyrazol-4-yl)-4-(4-(piperazine-1-yl)piperidin-1-yl)phenyl)amino)pyrimidin-4-yl)amino)quinoline-4-yl)dimethylphosphine oxide hydrochloride